2-(1-(2-(1-hydroxyethyl)-6-p-toluenesulfonylimidazo[4,5-d]pyrrolo[2,3-b]pyridin-1(6H)-yl)piperidin-4-yl)-2-methylpropanenitrile OC(C)C1=NC=2C(=C3C(=NC2)N(C=C3)S(=O)(=O)C3=CC=C(C)C=C3)N1N1CCC(CC1)C(C#N)(C)C